NC1=C(C=2C=NC(=C(C2N1C1=C2C=NN(C2=CC(=C1C)F)C1OCCCC1)Br)C1CC1)C#N 2-amino-7-bromo-6-cyclopropyl-1-(6-fluoro-5-methyl-1-tetrahydropyran-2-yl-indazol-4-yl)pyrrolo[3,2-c]pyridine-3-carbonitrile